1-Methyl-2,4-diisocyanato-cyclohexan CC1C(CC(CC1)N=C=O)N=C=O